C(C)(C)(C)C1=C(C=CC(=C1)C=1OC=CN1)O 2-tert-butyl-4-(1,3-oxazol-2-yl)phenol